1,2,3,4-tetrahydrobenzo[b]azocin-5-carboxamide N1C2=C(C=C(CCC1)C(=O)N)C=CC=C2